1,17-bis(7-benzo[c]acridinyl)octadecaneN C1=CC=CC=2C=CC=3C(=C4C=CC=CC4=NC3C21)C=CCCCCCCCCCCCCCCC(C)C2=C1C=CC=CC1=NC=1C3=C(C=CC21)C=CC=C3